C(C)OC(=O)C=1C=NN(C1C(F)(F)F)C1=NC(=C(C=C1C)F)NC(=O)OC(C)(C)C 1-(6-((tert-butoxycarbonyl)amino)-5-fluoro-3-methylpyridin-2-yl)-5-(trifluoromethyl)-1H-pyrazole-4-carboxylic acid ethyl ester